erucyl eleostearate C(CCCCCCCC=CC=CC=CCCCC)(=O)OCCCCCCCCCCCC\C=C/CCCCCCCC